5-(((2S,4R)-1-Acryloyl-4-fluoropyrrolidin-2-yl)methoxy)-6-aminopyrimidin C(C=C)(=O)N1[C@@H](C[C@H](C1)F)COC=1C=NC=NC1N